[propyl]benzene C(CC)C1=CC=CC=C1